(1-(3-chloropropyl)-7-hydroxy-1H-pyrrolo[2,3-c]pyridin-3-yl)(4'-fluoro-[1,1'-biphenyl]-3-yl)methanone ClCCCN1C=C(C=2C1=C(N=CC2)O)C(=O)C=2C=C(C=CC2)C2=CC=C(C=C2)F